ClC1=C(C(=O)C2=CNC3=C2C2=C(NC([C@](N2)(C)COC)=O)C=N3)C=CC(=C1)OC1=NC=CC=C1C (S)-9-(2-chloro-4-((3-methylpyridin-2-yl)oxy)benzoyl)-2-(methoxymethyl)-2-methyl-1,2,4,7-Tetrahydro-3H-pyrrolo[3',2':5,6]pyrido[3,4-b]pyrazin-3-one